Ethyl 3-(4-(aminomethyl) phenyl)-6-(2,3-dichlorophenyl)-5-methylpyrazine-2-carboxylate NCC1=CC=C(C=C1)C=1C(=NC(=C(N1)C)C1=C(C(=CC=C1)Cl)Cl)C(=O)OCC